CC1=CC(NC(=C1)C)=O 4,6-dimethyl-2-oxo-1,2-dihydropyridin